(5S)-5-(5-(3,5-dimethylisoxazol-4-yl)-1-(2-methyltetrahydro-2H-pyran-4-yl)-1H-benzo[d]imidazol-2-yl)pyrrolidin-2-one CC1=NOC(=C1C1=CC2=C(N(C(=N2)[C@@H]2CCC(N2)=O)C2CC(OCC2)C)C=C1)C